C(C)O[Si]1(O[SiH](O[SiH](O[SiH](O1)C)C)C)C 2-ethoxy-2,4,6,8-tetramethyl-cyclotetrasiloxane